propan-1-ol TFA salt OC(=O)C(F)(F)F.C(CC)O